(S)-2-amino-3-(1-(tert-butoxycarbonyl)-1H-pyrazol-3-yl)propanoic acid N[C@H](C(=O)O)CC1=NN(C=C1)C(=O)OC(C)(C)C